C(#N)C=1C=C(C=CC1)N1CCN(CC1)C(C(=O)NC1=NC=C(C=C1)OC1=CC=C(C=C1)F)C 2-(4-(3-cyanophenyl)piperazin-1-yl)-N-(5-(4-fluorophenoxy)pyridin-2-yl)propanamide